N-[3,5-difluoro-4-(3'-iodo-6'-oxo-spiro[cyclopropane-1,5'-imidazo[1,2-a]imidazole]-7'-yl)phenyl]pyridine-2-carboxamide FC=1C=C(C=C(C1N1C(C2(N3C1=NC=C3I)CC2)=O)F)NC(=O)C2=NC=CC=C2